N-[(1S)-1-cyano-2-[(3S)-2-oxopyrrolidin-3-yl]ethyl]-3-[(2S)-3,3-dimethyl-2-(2,2,2-trifluoroacetamido)butanoyl]-6,6-dimethyl-3-azabicyclo[3.1.0]hexane-2-carboxamide C(#N)[C@H](C[C@H]1C(NCC1)=O)NC(=O)C1C2C(C2CN1C([C@H](C(C)(C)C)NC(C(F)(F)F)=O)=O)(C)C